1-(2-(7-fluoro-1-((1s,4s)-4-isopropylcyclohexyl)-3-oxo-1H-spiro[isoquinoline-4,4-piperidin]-2(3H)-yl)ethyl)guanidine FC1=CC=C2C(=C1)C(N(C(C21CCNCC1)=O)CCNC(=N)N)C1CCC(CC1)C(C)C